α-phenylcinnamonitrile C1(=CC=CC=C1)C(C#N)=CC1=CC=CC=C1